3-[5-[1-(trifluoromethyl)cyclopropyl]-1,3,4-oxadiazol-2-yl]azetidine-1-carboxylic acid tert-butyl ester C(C)(C)(C)OC(=O)N1CC(C1)C=1OC(=NN1)C1(CC1)C(F)(F)F